2-(4-fluoro-3-methoxyphenyl)-7-[(3S)-3-methylpiperazin-1-yl]-4H-pyrido[1,2-a]pyrimidin-4-one FC1=C(C=C(C=C1)C=1N=C2N(C(C1)=O)C=C(C=C2)N2C[C@@H](NCC2)C)OC